4-formyl-6-methyl-5-((3-methylbenzyl)oxy)-1,3-phenylene bis(4-methylbenzenesulfonate) CC1=CC=C(C=C1)S(=O)(=O)OC1=CC(=C(C(=C1C)OCC1=CC(=CC=C1)C)C=O)OS(=O)(=O)C1=CC=C(C=C1)C